NCC(=O)N[C@H](C(=O)O)CCCCNC(=O)C1=CC=NC2=CC=C(N=C12)C=1C(=NNC1)C1=NC(=CC=C1)C |r| rac-(2S)-2-[(2-aminoacetyl)amino]-6-[[6-[3-(6-methyl-2-pyridyl)-1H-pyrazol-4-yl]-1,5-naphthyridine-4-carbonyl]amino]hexanoic acid